N-(7-((2-(2,6-dioxo-piperidin-3-yl)-1,3-dioxoisoindolin-4-yl)amino)heptyl)-8-hydroxyquinoline-5-carboxamide O=C1NC(CCC1N1C(C2=CC=CC(=C2C1=O)NCCCCCCCNC(=O)C=1C=2C=CC=NC2C(=CC1)O)=O)=O